3-cyclopentenyltrimethoxysilane C1(CC=CC1)[Si](OC)(OC)OC